C(C)[C@@]12C\C=C\[C@@H](CC[C@@H]2C1)O ethyl-(1S,5R,8R,9S,E)-5-hydroxybicyclo[6.1.0]non-3-ene